14-aminotetradecanoate NCCCCCCCCCCCCCC(=O)[O-]